CC1=CC(CC(C1)CCCCC)O 3-methyl-5-pentyl-2-cyclohexenol